N-ethoxy-6-(pyrimidin-4-ylamino)nicotinamide C(C)ONC(C1=CN=C(C=C1)NC1=NC=NC=C1)=O